N12CC(CC(CC1)C2)C(=O)[O-] azabicyclo[3.2.1]octane-3-carboxylate